5-ethoxy-5-oxoamyl-zinc bromide [Br-].C(C)OC(CCCC[Zn+])=O